(1R,3S)-3-(((5-(3-((R)-1-(5-(azetidin-3-yloxy)-2-methylbenzamido)ethyl) phenyl)thiophen-2-yl)methyl)amino)cyclopentyl (E)-3-(6-aminopyridin-3-yl)acrylate NC1=CC=C(C=N1)/C=C/C(=O)O[C@H]1C[C@H](CC1)NCC=1SC(=CC1)C1=CC(=CC=C1)[C@@H](C)NC(C1=C(C=CC(=C1)OC1CNC1)C)=O